C[C@@H]1N(C[C@H](NC1)C)C=1C2=C(N(C(N1)=O)C=1C(=NC=CC1C)C(C)C)N=C(C(=C2)F)C2=C(C=CC=C2O)F 4-((2S,5R,M)-2,5-dimethylpiperazin-1-yl)-6-fluoro-7-(2-fluoro-6-hydroxyphenyl)-1-(2-isopropyl-4-methylpyridin-3-yl)pyrido[2,3-d]Pyrimidin-2(1H)-one